The molecule is a 7alpha-hydroxy steroid that is 17beta-estradiol substituted by an alpha-hydroxy group at position 7. It has a role as a human xenobiotic metabolite. It is a 7alpha-hydroxy steroid, a 17beta-hydroxy steroid, a 3-hydroxy steroid and a member of phenols. It derives from a 17beta-estradiol. It derives from a hydride of an estrane. C[C@]12CC[C@H]3[C@H]([C@@H]1CC[C@@H]2O)[C@@H](CC4=C3C=CC(=C4)O)O